CC1=NOC(=C1C1=CC=C2C(=N1)NC=C2C2=NC(=NC=C2C(F)(F)F)N[C@@H]2[C@@H](CCC2)NCCOC)C (1S,2R)-N1-[4-[6-(3,5-dimethylisoxazol-4-yl)-1H-pyrrolo[2,3-b]pyridin-3-yl]-5-(trifluoromethyl)pyrimidin-2-yl]-N2-(2-methoxyethyl)cyclopentane-1,2-diamine